O1C(=CC=C1)C1=NNC(C1)=O 3-(furan-2-yl)-1H-pyrazol-5(4H)-one